C1(=CC(=C(C2=CC=CC=C12)C(=O)O)C(=O)O)C(=O)O 1,3,4-naphthalenetricarboxylic acid